perylene-3,4,9,10-tetracarboxylate C1=CC(=C2C(=CC=C3C4=CC=C(C=5C(=CC=C(C1=C23)C45)C(=O)[O-])C(=O)[O-])C(=O)[O-])C(=O)[O-]